(5R,8S)-N-(3-chloro-4-(trifluoromethyl)phenyl)-6,7,8,9-tetrahydro-5H-5,8-epimino-cyclohepta[c]pyridine-10-carboxamide ClC=1C=C(C=CC1C(F)(F)F)NC(=O)N1[C@@H]2CC[C@H]1CC=1C=NC=CC12